C(#N)C1=C(C=CC(=C1F)C(F)(F)F)N1CCC(C2=CC(=CC(=C12)C#N)F)C#N 1-[2-cyano-3-fluoro-4-(trifluoromethyl)phenyl]-6-fluoro-3,4-dihydro-2H-quinoline-4,8-dicarbonitrile